2-(((2S,4s,6S)-6-((4-(3,3-difluoropyrrolidin-1-yl)pyrimidin-2-yl)amino)spiro[3.3]heptan-2-yl)oxy)nicotinamide FC1(CN(CC1)C1=NC(=NC=C1)NC1CC2(CC(C2)OC2=C(C(=O)N)C=CC=N2)C1)F